N1CCC(CC1)CN1N=CC(=C1)N1C(SC=C1)C=1C=NNC1 N-{1-[(piperidin-4-yl)methyl]-1H-pyrazol-4-yl}-2-(1H-pyrazol-4-yl)-1,3-thiazole